C(C)(C)(C)OC(N(C)CCO)=O N-(2-hydroxyethyl)-N-methylcarbamic acid tert-butyl ester